C(C)(C)(C)CC(C)(C1=CC=CC=C1)OO tert-butyl-cumyl hydroperoxide